ClC1=NC(=C(C(=C1C#N)CC)C#N)N1CCC2(CCN(C2)C)CC1 2-chloro-4-ethyl-6-(2-methyl-2,8-diazaspiro[4.5]decan-8-yl)pyridine-3,5-dicarbonitrile